CN1N=C(C2=CC=C(C=C12)[C@H]1CN(CCC1)CCCOC=1C=C2C(=NC=NN2C1)C1=CC(=C(C=C1)CN)C)N1C(NC(CC1)=O)=O |r| 1-[1-methyl-6-[rac-(3S)-1-[3-[4-[4-(aminomethyl)-3-methyl-phenyl]pyrrolo[2,1-f][1,2,4]triazin-6-yl]oxypropyl]-3-piperidyl]indazol-3-yl]hexahydropyrimidine-2,4-dione